NC1=NC=CC2=C1C(=NN2C(C)C)C2=NOC(=C2)C2(COC2)O 3-(3-(4-amino-1-isopropyl-1H-pyrazolo[4,3-c]pyridin-3-yl)isoxazol-5-yl)oxetan-3-ol